O=C(CCCCCCCCC(=O)O)CCCC\C=C/CC 10-oxo-cis-15-octadecenoic acid